C1(=CC=CC=C1)C=1N=C2N(C=C(C=C2C=2C=C(C(=O)N)C=CC2)C2=CC=CC=C2)C1 3-(2,6-diphenylimidazo[1,2-a]pyridin-8-yl)benzamide